CC(C(C1=CC=CC=C1)=O)(O)C1=CC=CC=C1 α-methyl-benzoin